ClCC(=O)NC1=C(C=C(C(=C1)Cl)C(F)(F)F)C 2-chloro-N-(5-chloro-2-methyl-4-(trifluoromethyl)phenyl)acetamide